OC1=CC2=C(N=C(O2)C(=O)OCC)C=C1 Ethyl 6-hydroxybenzo[d]oxazole-2-carboxylate